NC1=C(C(=O)NC(C)C)C=C(C=N1)C1=C(C(=C(C=C1)NC([C@@H](O)C1=CC(=CC(=C1)F)F)=O)F)Cl (S)-2-amino-5-(2-chloro-4-(2-(3,5-difluorophenyl)-2-hydroxyacetamido)-3-fluorophenyl)-N-isopropylnicotinamide